C12[C@H](CC(CC1)C2)NC(OC2CN(C2)C2=CC(=C(C(=C2)F)C2C(NC(CC2)=O)=O)F)=O 1-(4-(2,6-dioxopiperidin-3-yl)-3,5-difluorophenyl)azetidin-3-yl (2S)-bicyclo[2.2.1]heptan-2-ylcarbamate